{4-[(2S)-2-{[(tert-butoxy)carbonyl]amino}-3-[(triphenylmethyl)carbamoyl]propanamido]phenyl}methyl 4-nitrophenyl carbonate C(OCC1=CC=C(C=C1)NC([C@H](CC(NC(C1=CC=CC=C1)(C1=CC=CC=C1)C1=CC=CC=C1)=O)NC(=O)OC(C)(C)C)=O)(OC1=CC=C(C=C1)[N+](=O)[O-])=O